CC1(CNCC1)OC1=CC=C(C=C1)C(F)(F)F 3-methyl-3-[4-(trifluoromethyl)phenoxy]pyrrolidine